cyclopropylguanidine hydrochloride Cl.C1(CC1)NC(=N)N